3-(((6-(4-hydroxyphenyl)-1-(tetrahydro-2H-pyran-2-yl)-1H-indazol-4-yl)oxy)methyl)azetidine-1-carboxylic acid tert-butyl ester C(C)(C)(C)OC(=O)N1CC(C1)COC1=C2C=NN(C2=CC(=C1)C1=CC=C(C=C1)O)C1OCCCC1